ClC1=C2C(=CNC2=C(C=C1)N1C[C@H](OCC1)C1=CC=C(C=C1)N1CCC(CC1)C(OCCCC)OCCCC)C#N |o1:12| 4-Chloro-7-[(2R*)-2-{4-[4-(dibutoxymethyl)piperidin-1-yl]phenyl}morpholin-4-yl]-1H-indole-3-carbonitrile